dimethylcarbamic acid Methyl ester COC(N(C)C)=O